CC=1C=C(/C=C/SC=2N=NC=CC2)C=CC1 (E)-3-((3-Methylstyryl)thio)pyridazine